6-(cyclohexen-1-yl)-N4-methyl-N2-[7-(3-pyrrolidin-1-ylpropoxy)-2,3-dihydrobenzofuran-5-yl]pyrimidine-2,4-diamin C1(=CCCCC1)C1=CC(=NC(=N1)NC=1C=C(C2=C(CCO2)C1)OCCCN1CCCC1)NC